C(C)OCCNC1=NC=C(C#N)C=C1[N+](=O)[O-] 6-((2-ethoxyethyl)amino)-5-nitronicotinonitrile